2-chlorophenyl-2-(4-cyanophenylamino)-pyrimidin-4-ylketone-N-(3-bromophenyl) semicarbazone BrC=1C=C(C=CC1)N(N=C(C1=NC(=NC=C1C1=C(C=CC=C1)Cl)NC1=CC=C(C=C1)C#N)C1=NC(=NC=C1C1=C(C=CC=C1)Cl)NC1=CC=C(C=C1)C#N)C(=O)N